4-phenyl-1-(2-(pyrimidin-4-yl)nicotinoyl)piperidine-4-carbonitrile C1(=CC=CC=C1)C1(CCN(CC1)C(C1=C(N=CC=C1)C1=NC=NC=C1)=O)C#N